O=C1NC(CCC1N1C(C2=CC=CC(=C2C1)NCC1CCN(CC1)C(=O)C=1C=C(C=CC1)C(NC(CCC)=O)C1=CC(=C2C=CC=NC2=C1O)C)=O)=O N-((3-(4-(((2-(2,6-dioxopiperidin-3-yl)-1-oxoisoindolin-4-yl)amino)methyl)-piperidine-1-carbonyl)phenyl)(8-hydroxy-5-methyl-quinolin-7-yl)meth-yl)butyramide